FC1=NC=C(C(=C1)C=1C=NC=2CCN(CC2C1)C1=C(C(=C(N=N1)C#N)C)C)C 6-[3-(2-fluoro-5-methyl-4-pyridyl)-7,8-dihydro-5H-1,6-naphthyridin-6-yl]-4,5-dimethyl-pyridazine-3-carbonitrile